6-bromo-5-methyl-2-(tetrahydro-2H-pyran-4-yl)pyridin-3-amine BrC1=C(C=C(C(=N1)C1CCOCC1)N)C